(R)-5-(3-ethylimidazo[1,2-a]pyrimidin-6-yl)-N-(1-methoxypropan-2-yl)pyrrolo[2,1-f][1,2,4]triazin-2-amine C(C)C1=CN=C2N1C=C(C=N2)C=2C=CN1N=C(N=CC12)N[C@@H](COC)C